5-(2-chloro-6-(benzenesulfonyl)pyridin-4-yl)pyrimidin-2-amine ClC1=NC(=CC(=C1)C=1C=NC(=NC1)N)S(=O)(=O)C1=CC=CC=C1